C(CCC)C1=NN(C2=NC(=NC(=C21)N)N)C butyl-1-methyl-1H-pyrazolo[3,4-d]pyrimidine-4,6-diamine